ClC1=CC=C(C(=O)C2=C(C(=O)O)C=C(C=C2F)C(CC)(C2CCO2)O)C=C1 2-(4-chlorobenzoyl)-3-fluoro-5-[1-hydroxy-1-(oxetan-4-yl)propyl]benzoic acid